OC1=C(C=CC=C1O)C=1NC=C(N1)C1=CC=CC=C1 2-(2,3-dihydroxyphenyl)-4(s)-phenylimidazole